CC1=CC=CC(=N1)C1=NC=CC(=N1)NC1=NC(=NC=C1)NC1=CC=C(C=C1)CN1C[C@@H](CCC1)C(=O)O (3R)-1-[[4-[[4-[[2-(6-methyl-2-pyridyl)pyrimidin-4-yl]amino]pyrimidin-2-yl]amino]phenyl]methyl]piperidine-3-carboxylic acid